OCCN(CCCC(C)=O)CCO 5-[bis(2-hydroxyethyl)amino]-2-pentanone